(S)-7,8-dimethyl-2,4-diphenyl-4-(trifluoromethyl)-4H-benzo[4,5]Imidazo[1,2-c][1,3,5]Oxadiazine CC1=CC2=C(N=C3N2[C@@](OC(=N3)C3=CC=CC=C3)(C(F)(F)F)C3=CC=CC=C3)C=C1C